5-Hydroxy-3-trifluoromethyl-1H-pyrazole OC1=CC(=NN1)C(F)(F)F